[Br-].BrC=1C(=[N+](C=CC1)CC(=O)C1=CC(=C(C=C1)[N+](=O)[O-])F)C 3-bromo-1-(2-(3-fluoro-4-nitrophenyl)-2-oxoethyl)-2-methylpyridin-1-ium bromide salt